2-acetamido-N-(6-(dimethylamino)pyridazin-3-yl)-4-methylbenzamide C(C)(=O)NC1=C(C(=O)NC=2N=NC(=CC2)N(C)C)C=CC(=C1)C